C1CC(NC1)C(=O)[O-] The molecule is an alpha-amino-acid anion that is the conjugate base of proline, arising from deprotonation of the carboxy group. It is a conjugate base of a proline.